(R)-4-(benzo[c]isoxazol-3-yl)-2-fluoro-N-(8-methylisoquinolin-1-yl)-N-(piperidin-3-yl)benzamide N=1OC(=C2C1C=CC=C2)C2=CC(=C(C(=O)N([C@H]1CNCCC1)C1=NC=CC3=CC=CC(=C13)C)C=C2)F